4,4'-Diheptyldiphenylamine CCCCCCCC1=CC=C(C=C1)NC2=CC=C(C=C2)CCCCCCC